N-[3-[[5-Cyclopropyl-2-[[3-(4-morpholinylmethyl)phenyl]amino]-4-pyrimidinyl]amino]propyl]-cyclobutanecarboxamide hydrochloride Cl.C1(CC1)C=1C(=NC(=NC1)NC1=CC(=CC=C1)CN1CCOCC1)NCCCNC(=O)C1CCC1